5-chloro-2-[8-[[(3R)-1-methyl-3-piperidinyl]amino]imidazo[1,2-d][1,2,4]triazin-5-yl]phenol formate salt C(=O)O.ClC=1C=CC(=C(C1)O)C1=NN=C(C=2N1C=CN2)N[C@H]2CN(CCC2)C